ClC1=NC=2CC[C@H](CC2C(=N1)Cl)C1=CC(=CC=C1)F (R)-2,4-dichloro-6-(3-fluorophenyl)-5,6,7,8-tetrahydroquinazoline